N1(CCC1)C1=NC(=CC=C1)OCC1=CC=CC=C1 2-(azetidin-1-yl)-6-benzyloxy-pyridine